COC(C1=CC=C(C=C1)CNC1=CC(=CC=C1)C(F)(F)F)=O.[N+](=O)([O-])C1=CC=C(OC(=O)N(C2=CC(=CC=C2)C(F)(F)F)CC2=CC=C(C(=O)OC)C=C2)C=C1 methyl 4-((((4-nitrophenoxy)carbonyl)(3-(trifluoromethyl)phenyl)amino)methyl)benzoate Methyl-4-((3-(trifluoromethyl)phenylamino)methyl)benzoate